C(#N)C=CCCCP(CCCC)CCCC cyanomethylenetributylphosphane